1-(2-(3-(2-hydroxypropan-2-yl)benzoyl)-2-azaspiro[3.3]hept-6-yl)-3-(4-methoxybenzyl)urea OC(C)(C)C=1C=C(C(=O)N2CC3(C2)CC(C3)NC(=O)NCC3=CC=C(C=C3)OC)C=CC1